C(C)(C)(C)OC(=O)N1C(=CC=C1)C(NC1=CC(=C(C=C1)Cl)C(F)(F)F)=O 2-((4-chloro-3-trifluoromethylphenyl)carbamoyl)pyrrole-1-carboxylic acid tert-butyl ester